1-(2-chloro-6-methylpyrimidin-4-yl)cyclopropan-1-ol ClC1=NC(=CC(=N1)C1(CC1)O)C